FC=1C=C(C=CC1)C(N1CCN(CC1)CC=1C=C2C(N(C(C2=CC1)=O)N1C(NC(CC1)=O)=O)=O)C1=CC(=CC=C1)F 5-((4-(bis(3-fluorophenyl)methyl)piperazin-1-yl)methyl)-2-(2,4-dioxotetrahydropyrimidin-1(2H)-yl)isoindoline-1,3-dione